ClC1=CC(=C(C(=C1)C)C1CN(C2(C1)CCN(CC2)OC)C)C 3-(4-chloro-2,6-dimethylphenyl)-8-methoxy-1-methyl-1,8-diazaspiro[4.5]decane